OCC1=CC=C(C=C1)CCS(=O)(=O)N1CCC(CC1)NC(OC(C)(C)C)=O tert-butyl N-[1-[2-[4-(hydroxymethyl)phenyl]ethylsulfonyl]-4-piperidyl]carbamate